BrCC1=C(C=C(CCN(C(OC(C)(C)C)=O)CCCF)C=C1F)F tert-butyl (4-(bromomethyl)-3,5-difluorophenethyl)(3-fluoropropyl)carbamate